(E)-2-(3-chloroprop-1-en-1-yl)pyridine ClC/C=C/C1=NC=CC=C1